N-[[2-[(cyclopropyl-methylamino)methyl]-5-fluoro-1H-indol-6-yl]methyl]-4-oxo-pyrido[1,2-a]pyrimidine-2-carboxamide C1(CC1)N(C)CC=1NC2=CC(=C(C=C2C1)F)CNC(=O)C=1N=C2N(C(C1)=O)C=CC=C2